FC1=C(CN(C(=O)NCC2=CC=C(C=C2)C(CC(C)C)=O)C2CCN(CC2)C)C=CC(=C1)F 1-(2,4-difluorobenzyl)-3-(4-(3-methylbutyryl)benzyl)-1-(1-methylpiperidin-4-yl)urea